3-(5-(1-cyclohexyl-4-(pyrrolidin-1-ylmethyl)-1H-pyrrolo[2,3-b]pyridin-6-yl)-1-oxo-isoindolin-2-yl)piperidine-2,6-dione C1(CCCCC1)N1C=CC=2C1=NC(=CC2CN2CCCC2)C=2C=C1CN(C(C1=CC2)=O)C2C(NC(CC2)=O)=O